hydroxycetyl isostearate CCCCCCCCCCCCCCCC(O)OC(=O)CCCCCCCCCCCCCCC(C)C